(6S,13S)-11-amino-15-(2,6-difluorophenyl)-6,13-dimethyl-4,7-dioxa-9-thia-11,14-diazatricyclo[8.5.0.02,8]pentadeca-1(10),2(8),14-trien-12-one NN1C=2SC=3O[C@H](COCC3C2C(=N[C@H](C1=O)C)C1=C(C=CC=C1F)F)C